N'-hydroxy-5-((1-methoxycyclopropyl)methyl)-6-methylnicotinimidamide ON=C(C1=CN=C(C(=C1)CC1(CC1)OC)C)N